2-(2-methyl-5-nitro-1H-imidazol-1-yl)ethylamine trifluoroacetate FC(C(=O)O)(F)F.CC=1N(C(=CN1)[N+](=O)[O-])CCN